N-[2'-(5-Phenyl-1H-imidazol-2-yl)-3,4'-bipyridin-5-yl]ethanesulfonamide trifluoroacetate salt FC(C(=O)O)(F)F.C1(=CC=CC=C1)C1=CN=C(N1)C1=NC=CC(=C1)C=1C=NC=C(C1)NS(=O)(=O)CC